N-(3-(2-(3-(4-(2-hydroxyethyl)piperazin-1-yl)phenylamino)-5-fluoropyrimidin-4-ylamino)phenyl)acrylamide OCCN1CCN(CC1)C=1C=C(C=CC1)NC1=NC=C(C(=N1)NC=1C=C(C=CC1)NC(C=C)=O)F